2-((2,4-dioxotetrahydropyrimidin-1(2H)-yl)methyl)thiazole-4-carboxylic acid O=C1N(CCC(N1)=O)CC=1SC=C(N1)C(=O)O